ClC=1C=C(C=CC1Cl)CNC 1-(3,4-dichlorophenyl)-N-methylmethanamine